C(C)(C)(C)OC(=O)N(C)CC=1C=CC(=NC1OC)C=1C(=C(C=CC1)C1=C(C(=NC=C1)C1=CC(=C(C=C1)CNC[C@H](CC(=O)O)O)OC)Cl)Cl (3S)-4-[[4-[4-[3-[5-[[tert-butoxycarbonyl(methyl)amino]methyl]-6-methoxy-2-pyridyl]-2-chloro-phenyl]-3-chloro-2-pyridyl]-2-methoxy-phenyl]methylamino]-3-hydroxy-butanoic acid